FC1=CC=C2C(C(C(C2=C1)=O)=O)=O 6-fluoroindane-1,2,3-trione